5-acetyl-2,2-dimethyl-2,3-dihydrobenzofuran-7-acetate C(C)(=O)C=1C=C(C2=C(CC(O2)(C)C)C1)CC(=O)[O-]